C(C)(C)(C)C=1C=C(C=C(C1)C(C)(C)C)C=1C2=CC=C(C2=CC2=CC=CC12)[Si](C1(C(=C(C(=C1)C)C)C)C)(C)C (4-(3,5-di-tert-butyl-phenyl)-s-indacen-1-yl)dimethyl-(tetramethylcyclopentadienyl)silane